3-(5-(4-(((4-methoxyphenethyl)amino)methyl)pyridin-2-yl)-1-oxoisoindolin-2-yl)piperidine COC1=CC=C(CCNCC2=CC(=NC=C2)C=2C=C3CN(C(C3=CC2)=O)C2CNCCC2)C=C1